FC1=CC=C(C=C1)[B-](C1=CC=C(C=C1)F)(C1=CC=C(C=C1)F)C1=CC=C(C=C1)F.C(CCC)[NH+](CCCC)CCCC tributylammonium tetrakis-(4-fluorophenyl)-borate